O1C(OCC1)C1=CC=C(C=C1)C1=C(C(N(N=C1)C(C)(C)C)=O)Cl (4-(1,3-dioxolan-2-yl)phenyl)-2-(tert-butyl)-4-chloropyridazin-3(2H)-one